methyl 7-hydroxyheptanoate OCCCCCCC(=O)OC